C1(CCC1)CN/C(/SC)=N\C(OCC1=CC=CC=C1)=O Benzyl (E)-(((Cyclobutylmethyl)amino)(methylthio)methylene)carbamate